(1,6-hexanediyl)bis(oleamide) C(CCCCCCCCCCCCC\C=C/CCCCCCCC(=O)N)CCCCCCCC\C=C/CCCCCCCC(=O)N